O1N=C(C=N1)C(=N)N 1,2,5-oxadiazol-3-amidine